N1(CCOCC1)C1=CC=CC=C1CCC(CC)=O 1-(4-morpholinbenzyl)butanone